7-amino-3-(2-fluoro-6-methyl-phenyl)-1-[3-(methylamino)cyclohexyl]-4H-pyrido[4,3-d]pyrimidin-2-one NC1=CC=2N(C(N(CC2C=N1)C1=C(C=CC=C1C)F)=O)C1CC(CCC1)NC